(2R,3S)-2-(3-methoxy-2-methyl-phenyl)pyrrolidine-3-carboxylic acid hydrochloride Cl.COC=1C(=C(C=CC1)[C@@H]1NCC[C@@H]1C(=O)O)C